CS(=O)(=O)[N-]C1=CC(=CC=C1)[C@@H](CCN(C)C)NC(=O)C1=CC=2C(=NC=3CC[C@@H](CC3C2)C(C)(C)C)S1 |r| methylsulfonyl-[3-[rac-(1R)-3-(dimethylamino)-1-[[rac-(6S)-6-tert-butyl-5,6,7,8-tetrahydrothieno[2,3-b]quinoline-2-carbonyl]amino]propyl]phenyl]azanide